Bis(((1S,2R,4S)-2-(methoxymethyl)-3-oxoquinuclidin-2-yl) methyl) terephthalate C(C1=CC=C(C(=O)OC[C@]2(N3CCC(C2=O)CC3)COC)C=C1)(=O)OC[C@]1(N3CCC(C1=O)CC3)COC